C(CCCCCCCCCCCCCC)(=O)OC[C@@H](OO)COP(=O)(O)OCC[N+](C)(C)C 1-Pentadecanoyl-2-hydroxy-sn-glycero-3-phosphorylcholine